NC(C(C(CCCCNC(OCC1=CC=CC=C1)=O)NC(=O)[C@H]1N(C[C@H](C1)N1N=NC=C1C(C)(C)O)C([C@@H](CC1CCCCC1)NC(C1=CC=NC=C1)=O)=O)=O)=O benzyl (7-amino-5-((2S,4S)-1-((R)-3-cyclohexyl-2-(isonicotinamido)propanoyl)-4-(5-(2-hydroxypropan-2-yl)-1H-1,2,3-triazol-1-yl)pyrrolidine-2-carboxamido)-6,7-dioxoheptyl)carbamate